2-(4-Methoxybenzyl)-1-phenyl-2,11-dihydroimidazo[1',5':1,2]pyrido[3,4-b]indol-4-ium chloride [Cl-].COC1=CC=C(CN2C=[N+]3C(C=4NC5=CC=CC=C5C4C=C3)=C2C2=CC=CC=C2)C=C1